3-formyl-5-(trifluoromethoxy)benzamide tert-butyl-(4-bromobutyl)(methyl)carbamate C(C)(C)(C)OC(N(C)CCCCBr)=O.C(=O)C=1C=C(C(=O)N)C=C(C1)OC(F)(F)F